[Cu+2].[Mn](=O)(=O)(=O)[O-].[K+].[Mn](=O)(=O)(=O)[O-].[Mn](=O)(=O)(=O)[O-] potassium permanganate copper